2-(dicyclohexylphosphino)-2-(N,N-dimethylamino)-biphenyl C1(CCCCC1)P(C1(C(=CC=CC1)C1=CC=CC=C1)N(C)C)C1CCCCC1